3-[4-[3-(5-cyano-1H-indol-3-yl)propyl]piperazine-1-carbonyl]-4-cyclopropylmethoxy-N-methylbenzenesulfonamide C(#N)C=1C=C2C(=CNC2=CC1)CCCN1CCN(CC1)C(=O)C=1C=C(C=CC1OCC1CC1)S(=O)(=O)NC